C(C)(C)C=1C=2N(N=CC1C(=O)O)C(=C(N2)C)N2CCCCC2 8-isopropyl-2-methyl-3-(piperidin-1-yl)imidazo[1,2-b]pyridazine-7-carboxylic acid